4-((benzyloxy)methyl)-2-oxopiperidine-4-carboxylic acid C(C1=CC=CC=C1)OCC1(CC(NCC1)=O)C(=O)O